C(N)(=O)C1=NN(C=C1[N+](=O)[O-])C1=CC=C(C=C1)NC(OCC1=CC=CC=C1)=O Benzyl N-[4-(3-carbamoyl-4-nitro-pyrazol-1-yl)phenyl]carbamate